(S,E)-3-((3-(2-(2-(4-(dimethylamino)-N-methylbut-2-enamido)propanamido)ethyl)phenyl)amino)-5-(isopropyl-(methyl)amino)-6-methylpyrazine-2-carboxamide CN(C/C=C/C(=O)N(C)[C@H](C(=O)NCCC=1C=C(C=CC1)NC=1C(=NC(=C(N1)N(C)C(C)C)C)C(=O)N)C)C